C(\C=C\CCO)O (2E)-2-pentene-1,5-diol